(2R,3S,5R)-5-(6-Amino-2-fluoro-9H-purin-9-yl)-2-ethynyl-2-((((S)-(((S)-1-(heptan-4-yloxy)-1-oxo-3-phenylpropan-2-yl)amino)(phenoxy)phosphoryl)oxy) methyl)tetrahydrofuran-3-yl octanoate C(CCCCCCC)(=O)O[C@@H]1[C@](O[C@H](C1)N1C2=NC(=NC(=C2N=C1)N)F)(CO[P@](=O)(OC1=CC=CC=C1)N[C@H](C(=O)OC(CCC)CCC)CC1=CC=CC=C1)C#C